[C-]1(C=CC=C1)[SiH](C1=CC=CC=C1)C.[CH-]1C=CC=C1.[Fe+2] ferrocenyl-methyl-phenyl-silane